F.C(CCCCCCCC=CCCCCCCCC)N 9-octadecenylamine-hydrofluoride